N-(2-(4-dimethylamino-piperidine-1-yl)-4-methoxy-5-((6-((R)-3-(6-methylpyridine-3-yl)isoxazolidine-2-yl)pyrimidine-4-yl)amino)phenyl)acrylamide CN(C1CCN(CC1)C1=C(C=C(C(=C1)OC)NC1=NC=NC(=C1)N1OCC[C@@H]1C=1C=NC(=CC1)C)NC(C=C)=O)C